Chloromethyl acetyl-L-valinate C(C)(=O)N[C@@H](C(C)C)C(=O)OCCl